4,7,10-trimethyl-13-(3-(4,7,10-trimethyl-2,5,8,11-tetraoxatetradec-13-en-13-yl)phenyl)-2,5,8,11-tetraoxatetradec-12-en CC(COC)OCC(OCC(OC=C(C)C1=CC(=CC=C1)C(COC(COC(COC(COC)C)C)C)=C)C)C